COC=1C(=C2C=CNC2=C(C1)C)CN1C(CN(CC1)C)C1=CC=C(C(=O)ON2C(CCC2=O)=O)C=C1 2,5-dioxopyrrolidin-1-yl 4-(1-((5-methoxy-7-methyl-1H-indol-4-yl)methyl)-4-methylpiperazin-2-yl)benzoate